2-(3,5-difluoroanilino)thiazole-4-carboxylic acid FC=1C=C(NC=2SC=C(N2)C(=O)O)C=C(C1)F